2-(4-Cyanophenylamino)acetohydrazide C(#N)C1=CC=C(C=C1)NCC(=O)NN